ClCC(C(CC#N)(C)C1=CC(=CC=C1)I)=O 5-chloro-3-(3-iodophenyl)-3-methyl-4-oxopentanenitrile